N(=C=O)CC(CCCCN=C=O)(C)C 1,6-diisocyanato-2,2-dimethylhexane